C(C)OC(/C(=C/C(S(=O)(=O)C1=CC=C(C)C=C1)C1=CC=CC=C1)/F)=O (Z)-4-phenyl-2-fluoro-4-(4-toluenesulfonyl)-2-butenoic acid ethyl ester